C1(CCCC1)C#CC1=C(C=C(OC2=C(N=NN2)C(=O)O)C=C1)S(=O)(=O)C 5-(4-(cyclopentylethynyl)-3-(methylsulfonyl)phenoxy)-1H-1,2,3-triazole-4-carboxylic acid